methyl (R)-5-(6-fluoro-5-(2-(5-fluoro-2-methoxypyridin-3-yl) pyrrolidin-1-yl) pyrazolo[1,5-a]pyrimidin-3-yl)-1H-1,2,4-triazole-3-carboxylate FC=1C(=NC=2N(C1)N=CC2C2=NC(=NN2)C(=O)OC)N2[C@H](CCC2)C=2C(=NC=C(C2)F)OC